5-(hex-1-yn-1-yl)-1,3-dioxo-1H-benzo[de]isoquinolin-2(3H)-yl trifluoromethanesulfonate FC(S(=O)(=O)ON1C(C2=CC=CC=3C2=C(C1=O)C=C(C3)C#CCCCC)=O)(F)F